[I-].N1(CCC1)C=1C=CC2=CC3=CC=C(C=C3[N+](=C2C1)C)N1CCC1 3,6-bis(azetidin-1-yl)-10-methylacridin-10-ium iodide